tert-butyl (1S,6S)-6-(4-(((S)-2,6-dioxopiperidin-3-yl)amino)-3-methylphenyl)-7,7-difluoro-3-azabicyclo[4.1.0]heptane-3-carboxylate O=C1NC(CC[C@@H]1NC1=C(C=C(C=C1)[C@@]12CCN(C[C@H]2C1(F)F)C(=O)OC(C)(C)C)C)=O